3-methyl-N-[(1S)-1-[3-[2-(trifluoromethyl)-4-pyridinyl]-1,2,4-oxadiazol-5-yl]ethyl]bicyclo[1.1.1]pentane-1-carboxamide CC12CC(C1)(C2)C(=O)N[C@@H](C)C2=NC(=NO2)C2=CC(=NC=C2)C(F)(F)F